tert-butyl 8,8-dimethyl-1-oxa-9-azaspiro[5.5]undecane-9-carboxylate CC1(CC2(CCCCO2)CCN1C(=O)OC(C)(C)C)C